5-fluoro-1-[[4-fluoro-3-[4-[4-[[1-methyl-3-oxo-2-(3-pyridyl)pyrazolo[3,4-d]pyrimidin-6-yl]amino]phenyl]piperazine-1-carbonyl]phenyl]methyl]quinazoline-2,4-dione FC1=C2C(NC(N(C2=CC=C1)CC1=CC(=C(C=C1)F)C(=O)N1CCN(CC1)C1=CC=C(C=C1)NC1=NC=C2C(=N1)N(N(C2=O)C=2C=NC=CC2)C)=O)=O